(5-Aminopyridin-2-yl)(1-(4-chlorophenyl)-3,3-difluorocyclobutyl)methanone NC=1C=CC(=NC1)C(=O)C1(CC(C1)(F)F)C1=CC=C(C=C1)Cl